NC1=NC(N(C=C1)CC(=O)N(CC(=O)O)C[C@H](CCCCNC(=N)N)N)=O (S)-N-(2-(4-amino-2-oxopyrimidin-1(2H)-yl)acetyl)-N-(2-amino-6-guanidinohexyl)glycine